[Si](C)(C)(C(C)(C)C)OC[C@@H](C1=C(C(=CC=C1)Cl)F)N (R)-2-(tert-Butyldimethylsilyloxy)-1-(3-chloro-2-fluorophenyl)ethylamine